ClC1=NN(C=C1C1=NC=CC(=N1)NC=1N=CC2=C(C=CC(=C2C1)C(C)C)N1[C@@H]([C@H](C1)CS(=O)(=O)C)C)CCC#N 3-(3-Chloro-4-(4-((5-isopropyl-8-((2R,3S)-2-methyl-3-((methanesulfonyl)methyl)azetidin-1-yl)isoquinolin-3-yl)amino)pyrimidin-2-yl)-1H-pyrazol-1-yl)propanenitrile